1-(3-8-azabicyclo[3.2.1]octan-3-yl-5-[(5-chlorothiophen-2-yl)methyl]amino-1H-pyrazol-1-yl)-2,2-dimethylpropan-1-one C12CC(CC(CC1)N2)C2=NN(C(=C2)NCC=2SC(=CC2)Cl)C(C(C)(C)C)=O